4-(4'-bromophenyl)-2-(adamantan-1-yl)-phenol BrC1=CC=C(C=C1)C1=CC(=C(C=C1)O)C12CC3CC(CC(C1)C3)C2